N[C@H]1[C@H]([C@@H]2CC[C@@H](C1)N2C(=O)OC(C)(C)C)F |&1:6| tert-butyl (1S,2R,3R,SR)-3-amino-2-fluoro-8-azabicyclo[3.2.1]octane-8-carboxylate